S1C=NC2=C1C=CC(=C2)CN(C(=O)[C@H]2N([C@@H]1CC[C@H]2C1)S(=O)(=O)C1=CC=C(C)C=C1)C1CCC(CC1)(F)F (1R,3S,4S)-2-(Toluene-4-sulfonyl)-2-azabicyclo[2.2.1]heptane-3-carboxylic acid benzothiazol-5-ylmethyl-(4,4-difluoro-cyclohexyl)-amide